BrC1=CC=C(C=C1)C1=CC=C(S1)C1=CC=NC=C1 4-[5-(4-bromophenyl)-2-thienyl]-pyridine